(S)-2-Amino-1,1,1-trifluoropropane hydrochloride Cl.N[C@H](C(F)(F)F)C